C1(CC1)C1=CC=C(C=N1)C1COC2=C(O1)C(=CC(=C2)CN)OC (2-(6-cyclopropylpyridin-3-yl)-8-methoxy-2,3-dihydrobenzo[b][1,4]dioxin-6-yl)methylamine